ethynyl-Triisopropylsilane C(#C)[Si](C(C)C)(C(C)C)C(C)C